FC=1C=C(C=CC1F)C([2H])[2H] (3,4-difluorophenyl)methane-d2